8-(3,3-dimethylcyclohexyl)-9-(4-((1-(3-fluoropropyl)azetidin-3-yl)methyl)phenyl)-6,7-dihydro-5H-benzo[7]annulene CC1(CC(CCC1)C=1CCCC2=C(C1C1=CC=C(C=C1)CC1CN(C1)CCCF)C=CC=C2)C